ClC1=CC(=C(NC(C)C=2C=C(C=C3C(C(=COC23)C)=O)C)C=C1)B1OC(C(O1)(C)C)(C)C 8-[1-[4-chloro-2-(4,4,5,5-tetramethyl-1,3,2-dioxaborolan-2-yl)anilino]ethyl]-3,6-dimethyl-chromen-4-one